1-(4-fluorophenyl)-3-methyl-5H-pyrazol-5-ol FC1=CC=C(C=C1)N1NC(=CC1O)C